COCCOCCOCCOCCNC(=O)[C@H]1OC([C@H]2[C@@H]1OC(O2)(C)C)NC(CC[C@H](NC(=O)OCC2=CC=CC=C2)C(=O)O)=O N5-((3aR,6S,6aS)-6-((2,5,8,11-tetraoxatridecan-13-yl)carbamoyl)-2,2-dimethyltetrahydrofuro[3,4-d][1,3]dioxol-4-yl)-N2-((benzyloxy)carbonyl)-L-glutamine